N-[6-(1,6-diazaspiro[3.3]heptan-6-yl)pyrido[3,2-d]pyrimidin-4-yl]-1,2-benzothiazol-6-amine N1CCC12CN(C2)C=2C=CC=1N=CN=C(C1N2)NC2=CC1=C(C=NS1)C=C2